N-(1-methyl-5-pentyl-1H-pyrazol-3-yl)propanamide CN1N=C(C=C1CCCCC)NC(CC)=O